CCCCCCCCCCCCC(C)=O Methyl-12-tridecanal